C(#N)C1=CC=C(CN2CC(C2)S(=O)(=O)N2C3=C(OCC2)C(=CN=C3)C3=CC=C(C#N)C=C3)C=C1 4-(4-((1-(4-Cyanobenzyl)azetidin-3-yl)sulfonyl)-3,4-dihydro-2H-pyrido[4,3-b][1,4]oxazin-8-yl)benzonitrile